2H,5H,6H,7H,8H-pyrido[1,2-c]pyrimidine-1,3-dione C1(NC(C=C2N1CCCC2)=O)=O